N-(3-cyanooxetan-3-yl)-3-(5-(difluoromethyl)-1,3,4-thiadiazol-2-yl)-N-(3,4-dimethylbenzyl)-8-(4-isobutyrylpiperazin-1-yl)imidazo[1,5-a]pyridine-6-sulfonamide C(#N)C1(COC1)N(S(=O)(=O)C=1C=C(C=2N(C1)C(=NC2)C=2SC(=NN2)C(F)F)N2CCN(CC2)C(C(C)C)=O)CC2=CC(=C(C=C2)C)C